(3-(5-((2R,5S)-5-methylpiperidin-2-yl)benzo[d]thiazol-2-yl)oxetan-3-yl)methanamine C[C@H]1CC[C@@H](NC1)C=1C=CC2=C(N=C(S2)C2(COC2)CN)C1